4-(2-(6,8-Difluoro-7-methoxy-1-(trifluoromethyl)-9H-pyrido[3,4-b]indol-9-yl)ethyl)morpholine Hydrochloride Salt Cl.FC=1C=C2C3=C(N(C2=C(C1OC)F)CCN1CCOCC1)C(=NC=C3)C(F)(F)F